C1(=CC=CC=C1)C#CC1=C(C(=CC(=C1)C#CC1=CC=CC=C1)C#CC1=CC=CC=C1)OC 2,4,6-tris(phenylethynyl)anisole